NC1=C(C=C(N=N1)C1=C(C=CC=C1)O)N1CC2CCC(C1)N2C2=CC(=NC=C2)C#CCN2CC(C2)(C)C 2-[6-amino-5-[8-[2-[3-(3,3-dimethylazetidin-1-yl)prop-1-ynyl]-4-pyridinyl]-3,8-diazabicyclo[3.2.1]oct-3-yl]pyridazin-3-yl]phenol